4-(3-(2-aminopropan-2-yl)phenyl)-2-(2,4-difluorophenyl)phthalazin-1(2H)-one hydrochloride Cl.NC(C)(C)C=1C=C(C=CC1)C1=NN(C(C2=CC=CC=C12)=O)C1=C(C=C(C=C1)F)F